ClC=1C(=CC(=C(C(=O)NC2=CC(=NC=C2)[S@@](=O)(=N)C)C1)N1CCC(CC1)(F)F)C(F)(F)F (R)-5-chloro-2-(4,4-difluoropiperidin-1-yl)-N-(2-(S-methylsulfonimidoyl)pyridin-4-yl)-4-(trifluoromethyl)benzamide